9-(4-(dimethylamino)-2-ethoxyphenyl)-2,3,8,9-tetrahydro-[1,4]dioxino[2,3-g]quinolin-7(6H)-one CN(C1=CC(=C(C=C1)C1CC(NC=2C=C3C(=CC12)OCCO3)=O)OCC)C